1-cyclopropyl-4-(4,4,5,5-tetramethyl-1,3,2-dioxaborolan-2-yl)pyrazole C1(CC1)N1N=CC(=C1)B1OC(C(O1)(C)C)(C)C